6,7-dihydro-4h-pyrazolo[5,1-c][1,4]oxazin-2-amine N1=C(C=C2COCCN21)N